2H-spiro[benzofuran-3,1'-cyclopropane] C12(CC1)COC1=C2C=CC=C1